ClC=1C=C(C=CC1)CN1CCC(CC1)NC(CCC1=NN=C2N1N=C(C=C2)N2CCN(CC2)C)=O N-{1-[(3-chlorophenyl)methyl]piperidin-4-yl}-3-[6-(4-methylpiperazin-1-yl)-[1,2,4]triazolo[4,3-b]pyridazin-3-yl]propanamide